C([O-])([O-])=O.F[Li].[Al+3].C([O-])([O-])=O.C([O-])([O-])=O.[Al+3] aluminum fluorolithium carbonate